3-(3',4',5'-trifluoro-[1,1'-biphenyl]-4-yl)propanoic acid FC=1C=C(C=C(C1F)F)C1=CC=C(C=C1)CCC(=O)O